trihydroxyprost-13-en-1-oate OC(CCCCCC=C[C@H]1CCC[C@@H]1CCCCCCC(=O)[O-])(O)O